3,3-Dimethyl-N-(4-((4-(trifluoromethyl)benzyl)amino)phenyl)butanamid CC(CC(=O)NC1=CC=C(C=C1)NCC1=CC=C(C=C1)C(F)(F)F)(C)C